tert-butyl (4-(bromomethyl)phenethyl)(3-fluoropropyl)carbamate BrCC1=CC=C(CCN(C(OC(C)(C)C)=O)CCCF)C=C1